6-bromo-3-methyl-5-nitrobenzo[d]isoxazole BrC1=CC2=C(C(=NO2)C)C=C1[N+](=O)[O-]